NC=1C2=C(N=CN1)N(C=C2C#CC2=CC1=C(N(C=N1)C1CC1)C=C2F)[C@H]2C[C@@H](N(C2)C(C=C)=O)COC 1-[(2R,4S)-4-[4-amino-5-[2-(1-cyclopropyl-6-fluoro-1,3-benzodiazol-5-yl)ethynyl]Pyrrolo[2,3-d]Pyrimidin-7-yl]-2-(methoxymethyl)pyrrolidin-1-yl]Prop-2-en-1-one